Cl.NCCOCCOC=1C=C(C=C(C1)N1CCOCC1)C1=NNC2=CC=C(C=C12)C(=O)O 3-[3-[2-(2-aminoethoxy)ethoxy]-5-morpholino-phenyl]-1H-indazole-5-carboxylic acid hydrochloride